OC(CC(CC(=O)OCC)=O)C ethyl 5-hydroxy-3-oxo-hexanoate